1-[6-(2-Methyl-2H-indazol-5-yl)-1,3-benzothiazol-2-yl]piperidin-4-amin CN1N=C2C=CC(=CC2=C1)C1=CC2=C(N=C(S2)N2CCC(CC2)N)C=C1